2-PHENYL-2-AMINO-CYCLOHEXAN-1-ONE C1(=CC=CC=C1)C1(C(CCCC1)=O)N